ClC=1C(=NC2=CC=C(C=C2C1)C1=CC=C(C=C1)CCN)N1CCNCC1 2-[4-(3-chloro-2-piperazin-1-yl-6-quinolyl)phenyl]ethanamine